C(#N)N=C(NC[C@H](C1=CSC=C1)N(C)C)NC1NC2=NC=C(C=C2CC1)F 2-cyano-1-((S)-2-(dimethylamino)-2-(thiophen-3-yl)ethyl)-3-(6-fluoro-1,2,3,4-tetrahydronaphthyridin-2-yl)guanidine